hydroxystearyl-beryllium OCCCCCCCCCCCCCCCCCC[Be]